ClCC(CCC)Cl 1,2-dichloropentane